6-bromo-1,4-dihydro-3,1-benzoxazin-2-one BrC=1C=CC2=C(COC(N2)=O)C1